FC(C1=CC=C(OC2CCNC2)C=C1)(F)F 4-(4-(trifluoromethyl)phenoxy)pyrrolidine